[Si](OC(C)(C)C)(OC(C)(C)C)(OC(C)(C)C)OC(C)(C)C tetratertiary butyl orthosilicate